5-bromo-2-fluoro-benzenesulfonamide BrC=1C=CC(=C(C1)S(=O)(=O)N)F